methyl 4'-(bromomethyl)-4-methyl-spiro[1,3-benzodioxole-2,1'-cyclohexane]-5-carboxylate BrCC1CCC2(CC1)OC1=C(O2)C=CC(=C1C)C(=O)OC